3-(3,4-dichlorophenyl)-5-methylisoxazole-4-carboxylic acid ClC=1C=C(C=CC1Cl)C1=NOC(=C1C(=O)O)C